9-amino-10-(3-methoxy-2,6-dimethylphenyl)-5-methylimidazo[1,2-a]pyrrolo[2,1-c]pyrazine-8-carbonitrile NC=1C(=C2C=3N(C(=CN2C1C#N)C)C=CN3)C3=C(C(=CC=C3C)OC)C